C(C)(C)(C)OC(=O)N(C/C=C/C(=O)OC)[C@@H]1COCC1 Methyl (S,E)-4-((tert-butoxycarbonyl)(tetrahydrofuran-3-yl)amino)but-2-enoate